NC=1C=C(C=CC1NC(C)C)C1CCN(CC1)C(=O)OC(C)(C)C tert-butyl 4-(3-amino-4-(isopropylamino) phenyl)piperidine-1-carboxylate